COC1=C(C=CC=C1)N1N=C(C=CC1=O)C(=O)O 1-(2-methoxyphenyl)-6-oxo-pyridazine-3-carboxylic acid